zirconium tin calcium [Ca].[Sn].[Zr]